C1(C(CCCC1)CN)CN Cyclohexan-1,2-diyldimethanamin